CC1=CN2C(S1)=NC=C2 2-methylimidazo[2,1-b]thiazole